1-ethynyl-1-(methoxymethyl)cyclobutane C(#C)C1(CCC1)COC